[Re].[Cu].[Mn] manganese copper rhenium